4-Cyano-N-(2'-(5-phenyl-1H-imidazol-2-yl)-3,4'-bipyridin-5-yl)benzamid C(#N)C1=CC=C(C(=O)NC=2C=C(C=NC2)C2=CC(=NC=C2)C=2NC(=CN2)C2=CC=CC=C2)C=C1